2,6-di(phenanthren-2-yl)aniline C1=C(C=CC=2C3=CC=CC=C3C=CC12)C1=C(N)C(=CC=C1)C1=CC=2C=CC3=CC=CC=C3C2C=C1